(3-(4-fluorophenyl)-1-(1-(hydroxymethyl)cyclopropyl)-1H-pyrazol-5-yl)methanol FC1=CC=C(C=C1)C1=NN(C(=C1)CO)C1(CC1)CO